methyl-1-oxo-2,9-diazaspiro[5.5]undecan CN1C(C2(CCC1)CCNCC2)=O